O1CC[C@H](C2=CC=CC=C12)NC(=O)C1=CC2=C(N=C(S2)N2CCNCC2)C=C1 (R)-N-(chroman-4-yl)-2-(piperazin-1-yl)-benzo[d]thiazole-6-carboxamide